NC1=C(C=C(C=N1)C1=CC=C(C=C1)C(=O)N1[C@H](CCC1)CN1CCCC1)OCC1=C(C=CC=C1)Br {4-[6-amino-5-(2-bromo-benzyloxy)-pyridin-3-yl]-phenyl}-[(2R)-2-pyrrolidin-1-ylmethyl-pyrrolidin-1-yl]-methanone